1-methyl-5-(p-methylbenzoyl)pyrrole-2-acetic acid CN1C(=CC=C1C(C1=CC=C(C=C1)C)=O)CC(=O)O